C(C)(=O)C1=NN(C2=CC=C(C=C12)C=1C=NC(=NC1)C)CP(OCC)(OCC)=O diethyl ((3-acetyl-5-(2-methylpyrimidin-5-yl)-1H-indazol-1-yl)methyl)phosphonate